O=C1NC(CCC1N1C(C2=CC=C(C=C2C1=O)CCCO)=O)=O 2-(2,6-dioxopiperidin-3-yl)-5-(3-hydroxypropyl)isoindoline-1,3-dione